FC1=C(C=CC(=C1)C(F)(F)F)C(C)N1C[C@@H](N(C[C@H]1C)C=1C2=C(N(C(N1)=O)C)C=CC(=N2)C#N)C 4-((2S,5R)-4-(1-(2-fluoro-4-(trifluoromethyl)phenyl)ethyl)-2,5-dimethylpiperazin-1-yl)-1-methyl-2-oxo-1,2-dihydropyrido[3,2-d]pyrimidine-6-carbonitrile